BrC1=C(C(=CC=C1)[N+](=O)[O-])CNC=1C=NC=CC1 N-[(2-bromo-6-nitro-phenyl)methyl]pyridin-3-amine